N[C@@H]1C2=CC=CC=C2CC12CCN(CC2)C=2C(=NC(=CN2)C#CCNC2=CC=CC=C2)CO (S)-(3-(1-amino-1,3-dihydrospiro[indene-2,4'-piperidine]-1'-yl)-6-(3-(phenylamino)prop-1-yn-1-yl)pyrazin-2-yl)methanol